(((3s,5r)-5-hydroxy-1-oxaspiro[2.5]oct-5-yl)methyl)-1H-benzo[d]imidazole-6-carbonitrile O[C@]1(C[C@]2(CO2)CCC1)CN1C=NC2=C1C=C(C=C2)C#N